CS(=O)(=O)C1=CC=C(C=C1)C1=CC2=NC=CC(=C2O1)C=1C=C(C=CC1)C(=O)N1[C@@H](CCC1)C(F)(F)F (S)-(3-(2-(4-(methylsulfonyl)phenyl)furo[3,2-b]pyridin-7-yl)phenyl)(2-(trifluoromethyl)pyrrolidin-1-yl)methanone